(S)-N-(5-(2-(2-aminopyridin-3-yl)-5-(1H-pyrazol-1-yl)-3H-imidazo[4,5-b]pyridin-3-yl)-2,3-dihydro-1H-inden-1-yl)-1-methyl-1H-pyrazole-4-carboxamide NC1=NC=CC=C1C1=NC=2C(=NC(=CC2)N2N=CC=C2)N1C=1C=C2CC[C@@H](C2=CC1)NC(=O)C=1C=NN(C1)C